tert-butyl (1-(2,5-dimethoxyphenyl)-3-methoxypropan-2-yl)carbamate COC1=C(C=C(C=C1)OC)CC(COC)NC(OC(C)(C)C)=O